6-(3-pyrazin-2-yl-propoxy)-2-thieno[2,3-c]pyridin-5-yl-3H-quinazolin-4-one hydrochloride Cl.N1=C(C=NC=C1)CCCOC=1C=C2C(NC(=NC2=CC1)C=1C=C2C(=CN1)SC=C2)=O